1-acetyl-1H-pyrazole C(C)(=O)N1N=CC=C1